C1(CCC1)CNCC1=C(C=C2CN(C(C2=C1)=O)C1=NC(=CC(=C1)C1=C(C=C(C#N)C=C1)C1=NN=CN1C)C1CC1)OC 4-[2-(6-{[(Cyclobutylmethyl)amino]methyl}-5-methoxy-1-oxo-3H-isoindol-2-yl)-6-cyclopropylpyridin-4-yl]-3-(4-methyl-1,2,4-triazol-3-yl)benzonitrile